hexynyl alcohol C(#CCCCC)O